1,4-bis[4-(N-carbazolyl)phenyl]2,3,5,6-tetraphenylbenzene C1=CC=CC=2C3=CC=CC=C3N(C12)C1=CC=C(C=C1)C1=C(C(=C(C(=C1C1=CC=CC=C1)C1=CC=CC=C1)C1=CC=C(C=C1)N1C2=CC=CC=C2C=2C=CC=CC12)C1=CC=CC=C1)C1=CC=CC=C1